5-bromo-1-(difluoromethyl)pyridin-2-one BrC=1C=CC(N(C1)C(F)F)=O